FC(C(C(F)(F)F)(O)[C@]1(CN(CC1)C(C)(C)C=1C=NC(=CC1)C)CCC1=CC=C(C#N)C=C1)(F)F (R)-4-(2-(3-(1,1,1,3,3,3-hexafluoro-2-hydroxypropan-2-yl)-1-(2-(6-methylpyridin-3-yl)propan-2-yl)pyrrolidin-3-yl)ethyl)benzonitrile